BrC=1CSC2=CC(=CC=C2C1C1=CC=C(C=C1)O[C@@H]1CN(CC1)CCCF)OC(C(C)(C)C)=O (S)-Neopentanoic acid 3-bromo-4-(4-((1-(3-fluoropropyl) pyrrolidin-3-yl) oxy) phenyl)-2H-thiochromen-7-yl ester